[Si](C)(C)(C(C)(C)C)OCC1=[N+](C=CC(=C1)C(=O)N1C(CN(CC1)C(C(=O)NC1=NC=C(C=C1)OC1=CC=C(C=C1)F)C)(C)C)[O-] 2-(((tert-butyldimethylsilyl)oxy)methyl)-4-(4-(1-((5-(4-fluorophenoxy)pyridin-2-yl)amino)-1-oxopropan-2-yl)-2,2-dimethylpiperazine-1-carbonyl)pyridine 1-oxide